C1(CC1)C1=CC(=NO1)C1=CC=C(C=C1)C1=NOC(=N1)C(F)(F)F 3-[4-(5-cyclopropylisoxazol-3-yl)phenyl]-5-(trifluoromethyl)-1,2,4-oxadiazole